C(SCCCCCCC)OB(O)O 2-thia-nonylboric acid